tert-butyl 4-({[4-(trifluoromethyl)pyridin-2-yl]oxy}methyl)piperidine-1-carboxylate FC(C1=CC(=NC=C1)OCC1CCN(CC1)C(=O)OC(C)(C)C)(F)F